4,4'-Methylen-bis(2-methylcyclohexylammonium) C(C1CC(C(CC1)[NH3+])C)C1CC(C(CC1)[NH3+])C